ClC1=CC(=NC=C1C(=O)N1C(CN(CC1)C(C(=O)NC1=NC=C(C=C1)OC1=CC=C(C=C1)F)C)(C)C)OC 2-(4-(4-chloro-6-methoxynicotinoyl)-3,3-dimethylpiperazin-1-yl)-N-(5-(4-fluorophenoxy)pyridin-2-yl)propanamide